ClC/C=C/C(=O)NC1=C(C=C(C=C1F)C(=O)C1=CC=C2C(=CC=CN12)C1=C(C2=C(N(C(=N2)C)C)C=C1C1CC1)Cl)F (E)-4-chloro-N-(4-(8-(4-chloro-6-cyclopropyl-1,2-dimethyl-1H-benzo[d]imidazol-5-yl)indolizine-3-carbonyl)-2,6-difluorophenyl)but-2-enamide